7-(4-((6-((5-fluoro-4-(4-fluoro-1-isopropyl-2-methyl-1H-benzo[d]imidazol-6-yl)pyrimidin-2-yl)amino)pyridin-3-yl)methyl)piperazin-1-yl)-N-hydroxyheptanamide FC=1C(=NC(=NC1)NC1=CC=C(C=N1)CN1CCN(CC1)CCCCCCC(=O)NO)C=1C=C(C2=C(N(C(=N2)C)C(C)C)C1)F